Di-n-butyl-3-t-butyl-4,5-epoxy-cis-1,2-cyclohexandicarboxylat C(CCC)OC(=O)C1C(C(C2C(C1)O2)C(C)(C)C)C(=O)OCCCC